(dicarbazolyl-d16)dibenzothiophene-d6 methyl-(2S)-2-amino-3-(5,5-dimethyl-2-oxo-pyrrolidin-3-yl)propanoate COC([C@H](CC1C(NC(C1)(C)C)=O)N)=O.C1(C(C(C(C2(C3(C(C(C(C(=C3N=C12)C=1C(=C(C(=C2C1C1=C(S2)C(=C(C(=C1[2H])[2H])[2H])[2H])[2H])[2H])C=1C(C(C(C2(C3(C(C(C(C(C3=NC12)([2H])[2H])([2H])[2H])([2H])[2H])([2H])[2H])[2H])[2H])([2H])[2H])([2H])[2H])([2H])[2H])([2H])[2H])([2H])[2H])([2H])[2H])[2H])[2H])([2H])[2H])([2H])[2H])([2H])[2H])([2H])[2H]